FC1=C(C(=C2C=CNC2=C1F)SC)OC=1C=CC(=C(C1)C=1NC=C(N1)C1(CC(OC2=C(C=CC=C12)CCC(=O)OCC)C)C)F ethyl 3-[4-[2-[5-[(6,7-difluoro-4-methylsulfanyl-1H-indol-5-yl)oxy]-2-fluoro-phenyl]-1H-imidazol-4-yl]-2,4-dimethyl-chroman-8-yl]propanoate